C1=C(C=CC2=CC=CC=C12)C1=NNC(C1)C=1C=C2N=CC=NC2=CC1 6-(3-(naphthalen-2-yl)-4,5-dihydro-1H-pyrazol-5-yl)quinoxaline